C1=CC=CC=2C3=CC=CC=C3C(C12)COC(=O)N(CC(=O)O)C 2-((((9H-fluoren-9-yl)methoxy)carbonyl)(methyl)amino)acetic acid